C12COCC(CNC1)C2 3-oxa-7-azabicyclo[3.3.1]Nonane